C(CCCCCCCCCCCC)(=O)[O-].[NH4+] ammonium tridecanoate